4-(aminomethyl)-6-(5-(p-tolylthio)pyridin-3-yl)phthalazin-1(2H)-one NCC1=NNC(C2=CC=C(C=C12)C=1C=NC=C(C1)SC1=CC=C(C=C1)C)=O